(2R,3R)-2-(3,4-dihydroxyphenyl)-3,5,7-trihydroxy-2,3-dihydrochromen-4-one OC=1C=C(C=CC1O)[C@H]1OC2=CC(=CC(=C2C([C@@H]1O)=O)O)O